N-[2-[2-[2-[2-[2-[2-[2-(methylamino)ethoxy]ethoxy]ethoxy]ethoxy]ethoxy]ethoxy]ethyl]acetamide CNCCOCCOCCOCCOCCOCCOCCNC(C)=O